C(C)C1CC(C(C(O1)C)(C)C)=C 6-ethyl-2,3,3-trimethyl-4-methylenetetrahydro-2H-pyran